ClC1=CC=C(CNS(=O)(=O)F)C=C1 (4-chlorobenzyl)sulfamoyl fluoride